COC=1C=C(CN(C2=CC(=NC=C2)CN2CCNCC2)CC2=CC=C(C=C2)N2CCN(CC2)C)C=CC1 1-((4-((3-methoxybenzyl)(4-(4-methylpiperazin-1-yl)benzyl)amino)pyridin-2-yl)methyl)piperazin